7-(1-oxo-2,3-dihydro-1H-inden-5-yl)imidazo[2,1-f][1,2,4]Triazin O=C1CCC2=CC(=CC=C12)C1=CN=C2C=NC=NN21